Cl.COC1=C(C=CC(=C1)C(NC)=O)NCC#CC=1N(C2=CC=CC(=C2C1)NC1CCN(CC1)CCOCCC(=O)O)CC(F)(F)F 3-(2-(4-((2-(3-((2-methoxy-4-(methylcarbamoyl)phenyl)amino)prop-1-yn-1-yl)-1-(2,2,2-trifluoroethyl)-1H-indol-4-yl)amino)piperidin-1-yl)ethoxy)propanoic acid hydrochloride